C1(=CC=CC=C1)C(=S)C=1N2CCC(C2=CC1)C(=O)OC1=C(C=C(C=C1)C=1SSC(C1)=S)F [2-fluoranyl-4-(5-sulfanylidenedithiol-3-yl)phenyl] 5-(benzenecarbothioyl)-2,3-dihydro-1H-pyrrolizine-1-carboxylate